C(C)OC(CC=1C=C(OCCCN2CCN(CC2)C(=O)OC(C)(C)C)C=CC1)=O tert-butyl 4-(3-(3-(2-ethoxy-2-oxoethyl)phenoxy)propyl)piperazine-1-carboxylate